C(C)(C)C1CCC(CC1)CO (4-isopropyl-cyclohexyl)methanol